N[C@H]1CN(CCC1)C(=O)C=1C=CC=2N(C1)N=C(C2C)C=2N(C1=CC(=CC=C1C2)N2CCC(CC2)N(S(=O)(=O)C)C)CC2CC2 N-[1-(2-{6-[(3R)-3-Aminopiperidine-1-carbonyl]-3-methylpyrazolo[1,5-a]pyridin-2-yl}-1-(cyclopropylmethyl)-1H-indol-6-yl)piperidin-4-yl]-N-methylmethanesulfonamide